trans-3-(hydroxymethyl)-4-methoxypyrrolidine-1-carboxylic acid tert-butyl ester C(C)(C)(C)OC(=O)N1C[C@H]([C@@H](C1)OC)CO